chlorosulfonic acid silicon [Si].ClS(=O)(=O)O